COC(=O)C1(CN(C1)CCOC)C 1-(2-methoxyethyl)-3-methylazetidine-3-carboxylic acid methyl ester